The molecule is an octadecanoate ester obtained by formal condensation between the carboxy group of octadecanoic (stearic) acid and the hydroxy group of ethanol. It has a role as a plant metabolite. It is a long-chain fatty acid ethyl ester and an octadecanoate ester. CCCCCCCCCCCCCCCCCC(=O)OCC